FC1=CC=C2C=C(C=NC2=C1F)C=1SC(CC(N1)CC1=CN=CS1)(C)C 2-(7,8-difluoro-3-quinolyl)-6,6-dimethyl-4-(thiazol-5-ylmethyl)-4,5-dihydro-1,3-thiazine